1-[[2-(3,3-difluoro-cyclobutyl)oxypyridin-4-yl]methyl]-3-(3-fluoro-1-bicyclo[1.1.1]pentanyl)urea FC1(CC(C1)OC1=NC=CC(=C1)CNC(=O)NC12CC(C1)(C2)F)F